C(C)OC(C(CC(=O)OCC)C1=CC=C(C=C1)OC)=O p-methoxyphenylsuccinic acid diethyl ester